O(C1=CC=CC=C1)C=1C=C(C=CC1)NS(=O)=O.[Na] sodium N-(3-phenoxyphenyl)sulfonamide